1-Docosen C=CCCCCCCCCCCCCCCCCCCCC